C1(CC1)C(=O)NC1=CC(=C(N=N1)C(=O)NC([2H])([2H])[2H])NC1=C(C(=C(C=C1)F)C=1C=NN(C1)C)OC 6-cyclopropaneamido-4-{[4-fluoro-2-methoxy-3-(1-methyl-1H-pyrazol-4-yl)phenyl]amino}-N-(2H3)methylpyridazine-3-carboxamide